tert-Butyl-(tert-butoxycarbonyl)-L-serine methacrylate C(C(=C)C)(=O)OC[C@H](N(C(=O)OC(C)(C)C)C(C)(C)C)C(=O)O